(S)-N-methyl-3-(6-methyl-4-(trifluoromethyl)pyridin-2-yl)-2-oxo-N-(1-tosyl-1H-pyrrolo[2,3-b]pyridin-6-yl)imidazolidine-4-carboxamide CN(C(=O)[C@H]1N(C(NC1)=O)C1=NC(=CC(=C1)C(F)(F)F)C)C1=CC=C2C(=N1)N(C=C2)S(=O)(=O)C2=CC=C(C)C=C2